NC=1C=2N(C=CN1)C(=NC2C2=C(C=C(C(=O)NC1=NC=CC(=C1)C(F)(F)F)C=C2)OCC)[C@H]2CN1[C@@H](CO2)C(OC1=O)C 4-(8-amino-3-((6R,8aS)-1-methyl-3-oxohexahydrooxazolo[4,3-c][1,4]oxazin-6-yl)imidazo[1,5-a]pyrazin-1-yl)-3-ethoxy-N-(4-(trifluoromethyl)pyridin-2-yl)benzamide